1-((2-(3-fluoro-5-methoxyphenyl)pyrimidin-5-yl)methyl)-5-(4,4,5,5-Tetramethyl-1,3,2-dioxaborolan-2-yl)-1H-indazole-7-carboxylic acid methyl ester COC(=O)C=1C=C(C=C2C=NN(C12)CC=1C=NC(=NC1)C1=CC(=CC(=C1)OC)F)B1OC(C(O1)(C)C)(C)C